3,6-dimethoxy-2-pentylpyridine COC=1C(=NC(=CC1)OC)CCCCC